(2S)-2-(1-(4-bromo-3-fluorophenyl)-2,2,2-trifluoroethyl)amino-4-fluoro-4-methyl-pentanoic acid ethyl ester C(C)OC([C@H](CC(C)(C)F)NC(C(F)(F)F)C1=CC(=C(C=C1)Br)F)=O